4-methoxybenzofuran COC1=CC=CC2=C1C=CO2